C1(=CC=CC=C1)C(=CC=O)CC 3-phenyl-pentenal